CC1=CN=C(C2=C(C=CC=C12)C)N[C@H]1CN(CCC1)C(=O)OC(C)(C)C tert-butyl (R)-3-((4,8-dimethylisoquinolin-1-yl)amino)piperidine-1-carboxylate